OCCOC1=CC=C(C=C1)C(C(C)(C)O)=O 4'-(2-hydroxyethoxy)-2-hydroxy-2-methylpropiophenone